FC1=CC(=C(C=C1)N1CN(C(C2=CC=C(C=C12)C(F)(F)F)=O)C=1C=C(C=CC1)S(=O)(=O)N)C 3-(1-(4-Fluoro-2-methylphenyl)-4-oxo-7-(trifluoromethyl)-1,4-dihydroquinazolin-3(2H)-yl)benzenesulfonamide